5-(1-(2,2-difluoroethyl)-1H-benzo[d][1,2,3]triazol-6-yl)-6-fluoro-N-((3R,4S)-3-fluoro-1-(3-methyloxetan-3-yl)piperidin-4-yl)-4-methoxypyrrolo[2,1-f][1,2,4]triazin-2-amine FC(CN1N=NC2=C1C=C(C=C2)C=2C(=CN1N=C(N=C(C12)OC)N[C@@H]1[C@@H](CN(CC1)C1(COC1)C)F)F)F